(R)-2-(3-ethylphenyl)-2-hydroxyethyl octanoate C(CCCCCCC)(=O)OC[C@H](O)C1=CC(=CC=C1)CC